(S)-3-(3,4-dimethoxyphenyl)-3-(4-(4-(5,6,7,8-tetrahydro-1,8-naphthyridin-2-yl)butyl)thiazol-2-yl)propionic acid COC=1C=C(C=CC1OC)[C@H](CC(=O)O)C=1SC=C(N1)CCCCC1=NC=2NCCCC2C=C1